N-{cis-3-[(4-{N-[(7S)-4-fluorobicyclo[4.2.0]octa-1,3,5-trien-7-yl]-N'-hydroxycarbamimidoyl}-1,2,5-oxadiazol-3-yl)oxy]cyclobutyl}-2-hydroxyacetamide FC1=CC=C2C[C@@H](C2=C1)NC(=NO)C=1C(=NON1)O[C@H]1C[C@H](C1)NC(CO)=O